NCC(=O)N(C1=CC=CC=C1)C(CN)=O N,N-diglycylaniline